CC1=CCC(C1(C)C)C2=CCCC(C2)CO The molecule is a primary alcohol and a cyclohexenylalkanol. It has a role as a fragrance. It contains a campholenic cyclohexenyl group. It derives from a hydride of a cyclopentene.